[15NH2][15NH2] hydrazine-15N2